tert-butyl 3-[4-[4-[3-cyano-4-[2-hydroxy-1-(2-pyridyl)ethoxy]pyrazolo[1,5-a]pyridin-6-yl]-5-methyl-triazol-1-yl]piperidine-1-carbonyl]azetidine-1-carboxylate C(#N)C=1C=NN2C1C(=CC(=C2)C=2N=NN(C2C)C2CCN(CC2)C(=O)C2CN(C2)C(=O)OC(C)(C)C)OC(CO)C2=NC=CC=C2